NC1=NC(=NC=C1C)C1=C(C=C2C(N(C=NC2=C1)CCC[C@H](C)NC=1C=NNC(C1C(F)(F)F)=O)=O)F (S)-7-(4-amino-5-methylpyrimidin-2-yl)-6-fluoro-3-(4-((6-oxo-5-(trifluoromethyl)-1,6-dihydropyridazin-4-yl)amino)pentyl)quinazolin-4(3H)-one